ClC1=NC(=NC(=C1O)NC1CCC(CC1)(F)F)C=1SC=C(N1)C 4-chloro-6-((4,4-difluorocyclohexyl)amino)-2-(4-methylthiazol-2-yl)pyrimidin-5-ol